CC1=CC(=C(C=C1)C1=C(C=C(C=C1)C)N)N 4,4'-dimethyl-2,2'-diaminobiphenyl